1,30-triacontanediol C(CCCCCCCCCCCCCCCCCCCCCCCCCCCCCO)O